BrC1=C(C(=C(C(=C1F)F)CCCC(=O)O)F)F 4-(4-bromo-2,3,5,6-tetrafluorophenyl)butanoic acid